CF methylfluorane